4-(6-((4-((fluorosulfonyl)oxy)phenyl)ethynyl)-4,4-dimethyl-3,4-dihydroquinolin-1(2H)-yl)-4-oxobutanoic acid FS(=O)(=O)OC1=CC=C(C=C1)C#CC=1C=C2C(CCN(C2=CC1)C(CCC(=O)O)=O)(C)C